C1(CCCC1)N1C2=C(N(C(C(C1)(F)F)=O)C)C=NC(=N2)NC2=C(C=C(C(=O)N(C)C1CCN(CC1)C(=O)OCCCC)C=C2)OC butyl 4-(4-((9-cyclopentyl-7,7-difluoro-5-methyl-6-oxo-6,7,8,9-tetrahydro-5H-pyrimido[4,5-b][1,4]diazepin-2-yl)amino)-3-methoxy-N-methylbenzamido)piperidine-1-carboxylate